methyl 2-(6-{[(1R,3R)-3-aminocyclopentyl]oxy}-2'-cyclobutyl-3'-fluoro[1,1'-biphenyl]-3-yl)-2-methylpropanoate N[C@H]1C[C@@H](CC1)OC1=CC=C(C=C1C1=C(C(=CC=C1)F)C1CCC1)C(C(=O)OC)(C)C